BrC1=C2C=3CC4(OCCO4)CC(C3NC2=C(C(=C1)Cl)Cl)CC(C)=O 1-(5-bromo-7,8-dichloro-1,2,4,9-tetrahydrospiro[carbazole-3,2'-[1,3]dioxolan]-1-yl)propan-2-one